Fluorobenzoimidazole FC=1NC2=C(N1)C=CC=C2